ClCC1=CC=C(C=C1)OC1CCCC1 1-(Chloromethyl)-4-(cyclopentyloxy)benzene